N-hydroxy-N-(3-(1-(methoxyimino)ethyl)-2,4-dioxo-chroman-3-yl)acetamide tert-butyl-3a-(1-(4-fluorophenyl)-6-methyl-1H-indazol-5-yl)-5-oxohexahydrocyclopenta[c]pyrrole-2(1H)-carboxylate C(C)(C)(C)OC(=O)N1CC2C(C1)(CC(C2)=O)C=2C=C1C=NN(C1=CC2C)C2=CC=C(C=C2)F.ON(C(C)=O)C2(C(OC1=CC=CC=C1C2=O)=O)C(C)=NOC